7-[1-(7-cyano-7-azaspiro[3.5]nonan-2-yl)-5-methyl-triazol-4-yl]-5-[(1R)-1-(5-fluoro-2-pyridyl)ethoxy]imidazo[1,2-a]pyridine-3-carbonitrile C(#N)N1CCC2(CC(C2)N2N=NC(=C2C)C2=CC=3N(C(=C2)O[C@H](C)C2=NC=C(C=C2)F)C(=CN3)C#N)CC1